CON1N=CC2=CC(=CC=C12)C methoxy-5-methyl-1H-indazol